N-chloropiperidine ClN1CCCCC1